NC1=C2N=CN(C2=NC=N1)[C@H]1[C@@H](C[C@H](O1)COP(=O)(OC1=C(C=CC=C1)CCC(=O)OCC)N[C@H](C(=O)OCC1=CC=CC=C1)C)O (2S)-benzyl 2-(((((2S,4R,5R)-5-(6-amino-9H-purin-9-yl)-4-hydroxytetrahydrofuran-2-yl)methoxy)(2-(3-ethoxy-3-oxopropyl)phenoxy)phosphoryl)amino)propanoate